FC=1C=C(C=CC1)NC=1N=NC(=C(N1)C=1OC(=CN1)C)C1=C(C=NC=C1)F N-(3-fluorophenyl)-6-(3-fluoropyridin-4-yl)-5-(5-methyloxazol-2-yl)-1,2,4-triazin-3-amine